C(C=C)(=O)O.C(C=C)(=O)O.C(C=C)(=O)O.C(C=C)(=O)O.C(C=C)(=O)O.C(C(C)O)O propylene glycol pentaacrylate